ClC1=CC=C(OCCCCCCNC(=NC2=CC=NC=C2)NC#N)C=C1 N-[6-(4-Chlorophenoxy)hexyl]-N'-cyano-N''-4-pyridinylguanidine